ClC1=NC=C2C(=N1)N(N=C2)C2OCCCC2 6-chloro-1-(tetrahydro-2H-pyran-2-yl)-1H-pyrazolo[3,4-d]Pyrimidine